C1(CCCC1)C1=CC(=NN1)NC=1C2=C(N=C(N1)C)C=CS2 N-(5-cyclopentyl-1H-pyrazol-3-yl)-2-methylthieno[3,2-d]pyrimidin-4-amine